tert-Butyl 3-((cis)-3,3-difluoro-4-oxohexahydropyrrolo[3,4-b]pyrrol-5(1H)-yl)-2,2-dimethylpropanoate FC1([C@H]2[C@@H](NC1)CN(C2=O)CC(C(=O)OC(C)(C)C)(C)C)F